N1(CCCCC1)C1CCNCC1 4-(1-piperidinyl)-piperidine